2-methyl-4-(2-(thiazole-4-carboxamido)propan-2-yl)benzoic acid CC1=C(C(=O)O)C=CC(=C1)C(C)(C)NC(=O)C=1N=CSC1